7-fluoro-2-(indolin-1-ylmethyl)-3H-quinazolin-4-one FC1=CC=C2C(NC(=NC2=C1)CN1CCC2=CC=CC=C12)=O